C(CCC)C(C(=O)OC(C1=CC(=C(C(=C1)C(C)(C)C)O)C(C)(C)C)(C1CC(N(C(C1)(C)C)C)(C)C)C1CC(N(C(C1)(C)C)C)(C)C)C(=O)[O-] bis-(1,2,2,6,6-pentamethyl-4-piperidinyl)-(3,5-ditert.butyl-4-hydroxybenzyl) butyl-propanedioate